4-((4-(tert-butoxycarbonyl)-6-(methylcarbamoyl)pyridin-2-yl)methyl)-1H-pyrrolo[2,3-c]Pyridine-1-carboxylic acid tert-butyl ester C(C)(C)(C)OC(=O)N1C=CC=2C1=CN=CC2CC2=NC(=CC(=C2)C(=O)OC(C)(C)C)C(NC)=O